BrCC1=C(C#N)C=CC(=C1)Br 2-bromomethyl-4-bromobenzonitrile